2-[3-[tert-butyl(dimethyl)silyl]oxy-3-methyl-butyl]-6-ethoxy-pyrazolo[1,5-a]pyridin-5-amine [Si](C)(C)(C(C)(C)C)OC(CCC1=NN2C(C=C(C(=C2)OCC)N)=C1)(C)C